tert-butyl 1-((6-(dimethylphosphoryl) pyridin-3-yl) carbamoyl)-6-azaspiro[2.5]octane-6-carboxylate CP(=O)(C)C1=CC=C(C=N1)NC(=O)C1CC12CCN(CC2)C(=O)OC(C)(C)C